2-[(11Z)-11-[3-(amino)propylidene]-6H-benzo[c][1]benzoxepin-2-yl]acetic acid NCC\C=C/1\C2=C(COC3=C1C=C(C=C3)CC(=O)O)C=CC=C2